1-(4-(bis(4H-benzo[d][1,3]dioxin-6-yl)methylene)piperidine-1-carbonyl)-1H-1,2,4-triazole-3-carbonitrile O1COCC2=C1C=CC(=C2)C(=C2CCN(CC2)C(=O)N2N=C(N=C2)C#N)C2=CC1=C(OCOC1)C=C2